1-(4-chlorophenyl)-1H-pyrazol-3-yl-3-(difluoromethyl)-1-(thiazol-2-yl)-1H-pyrazole-4-carboxylate ClC1=CC=C(C=C1)N1N=C(C=C1)C1=C(C(=NN1C=1SC=CN1)C(F)F)C(=O)[O-]